[Cl].[In].[Li] Lithium Indium Chlorine